[NH4+].C(CC(=O)C)(=O)NCC1=CC=C(C=C1S(=O)(=O)[O-])OC acetoacetylamino-4-methoxytoluene-6-sulfonic acid ammonium salt